C1N(CCC2=CC=CC=C12)C[C@H](CN1C(C2=CC=C(C=C2CC1)N1CCN(CC1)S(=O)(=O)C)=O)O 2-[(2R)-3-(3,4-dihydro-1H-isoquinolin-2-yl)-2-hydroxy-propyl]-6-(4-methylsulfonylpiperazin-1-yl)-3,4-dihydroisoquinolin-1-one